3-(6-chloro-3-hydroxy-2-methylphenyl)-6-(6-morpholinopyridin-3-yl)-3,7-dihydro-4H-pyrrolo[2,3-d]pyrimidin-4-one ClC1=CC=C(C(=C1N1C=NC2=C(C1=O)C=C(N2)C=2C=NC(=CC2)N2CCOCC2)C)O